N(=[N+]=[N-])C1=CC=C(C(=O)C2=CC=C(C=C2)N=[N+]=[N-])C=C1 4,4'-Diazidobenzophenone